N-Acetyl-d-Neuraminic Acid C(C)(=O)N[C@@H]1[C@H](CC(C(O)=O)(O)O[C@H]1[C@H](O)[C@H](O)CO)O